N1C(=CC2=CC=CC=C12)CC(C(=O)O)O.N1C=C(C2=CC=CC=C12)CC(C(=O)O)O 3-indolelactic acid (indolelactate)